4-cyano-4-(phenylcarbonothioyl)benzoate C(#N)C1(CC=C(C(=O)[O-])C=C1)C(=S)C1=CC=CC=C1